C(C)(C)(C)OC(=O)N1CCC2(CC1)C(NC1=CC=CC=C12)=O 2-oxospiro[indoline-3,4'-piperidine]-1'-carboxylic acid tert-butyl ester